ClC1=C(C=NNC1=O)N1C[C@@H](CC1)OC1=NC=CC(=C1)C1=C(C=C(C=C1F)S(=O)(=O)NCCC)F (R)-4-(2-((1-(5-chloro-6-oxo-1,6-dihydropyridazin-4-yl)pyrrolidin-3-yl)oxy)pyridin-4-yl)-3,5-difluoro-N-propylbenzenesulfonamide